Cl.N1(CCNCC1)C1=CC=C(C=O)C=C1 4-(piperazin-1-yl)benzaldehyde hydrochloride